N-[4-(trifluoromethyl)cyclohexyl]piperidine-4-carboxamide FC(C1CCC(CC1)NC(=O)C1CCNCC1)(F)F